NC1=NC=2C3=C(C(CC2C=N1)(C)C)C(=NN3)C(=O)NC3=CC=C(C=C3)C(NC3CC3)=O 8-amino-N-[4-(cyclopropylcarbamoyl)phenyl]-4,4-dimethyl-4,5-dihydro-1H-pyrazolo[4,3-H]quinazoline-3-carboxamide